Tetrahydro-pyran-4-carboxylic acid {8-[5-(3-dimethylaminomethyl-phenylamino)-6-methoxy-pyridin-2-yl]-2,3-dihydro-benzo[1,4]dioxin-2-ylmethyl}-amide CN(C)CC=1C=C(C=CC1)NC=1C=CC(=NC1OC)C1=CC=CC2=C1OC(CO2)CNC(=O)C2CCOCC2